ClC1=CC(=NC=N1)NC(=O)C12CC(C1)(C2)CN2CCN(CC2)C N-(6-chloropyrimidin-4-yl)-3-[(4-methylpiperazin-1-yl)methyl]bicyclo[1.1.1]pentane-1-carboxamide